COC(=O)C1=CC2=CC=C(C=C2C=C1)C1=C(C=CC=C1)OC1=CC=CC=C1 6-(2-phenoxy-phenyl)-naphthalene-2-carboxylic acid methyl ester